(±)-trans-benzyl 3-(4-(4-(((cyclopentyl(methyl)carbamoyl)oxy)methyl)-3-methyl-isoxazol-5-yl)phenoxy)cyclopentane-1-carboxylate C1(CCCC1)N(C(=O)OCC=1C(=NOC1C1=CC=C(O[C@@H]2C[C@H](CC2)C(=O)OCC2=CC=CC=C2)C=C1)C)C |r|